ClC1=C(C=CC(=C1)C)N(C=1C=C(C=NC1)C(=O)N1CCN(CC1)CC1=NC2=C(N1C[C@H]1OCC1)C=C(C=C2)C(=O)O)C 2-[(4-{5-[(2-chloro-4-methylphenyl)(methyl)amino]pyridine-3-carbonyl}piperazin-1-yl)methyl]-1-{[(2S)-oxetan-2-yl]methyl}-1H-1,3-benzodiazole-6-carboxylic acid